5-amino-9-chloro-7-(2-(4-(6-fluoro-3-methylbenzo[d]isoxazol-5-yl)piperazin-1-yl)ethyl)-2-(pyridin-2-yl)-7H-pyrrolo[3,2-e][1,2,4]triazolo[1,5-c]pyrimidin-8-yl formate C(=O)OC1=C(C=2C=3N(C(=NC2N1CCN1CCN(CC1)C=1C(=CC2=C(C(=NO2)C)C1)F)N)N=C(N3)C3=NC=CC=C3)Cl